5-((5-bromo-1-ethyl-1H-pyrazol-4-yl)(hydroxy)methyl)-1-(4-fluoro-2-iodophenyl)-1H-pyrazole BrC1=C(C=NN1CC)C(C1=CC=NN1C1=C(C=C(C=C1)F)I)O